3-methyl-1,5-pentylene carbonate C1(OCCC(CCO1)C)=O